O=C1CC[C@H](N1)C(=O)O L-5-Oxoproline